4-hydroxy-1,7-dihydro-3H-pyrano[3,4-c]pyridine-3,8(4H)-dione OC1C(OCC=2C(NC=CC21)=O)=O